(S)-ethyl 2-((2S,3R)-2-(3-chlorophenyl)-3-(4-chlorophenyl)-5-oxomorpholino)pentanoate ClC=1C=C(C=CC1)[C@@H]1OCC(N([C@@H]1C1=CC=C(C=C1)Cl)[C@H](C(=O)OCC)CCC)=O